N-(4-((1,3-dioxoisoindolin-5-yl)oxy)phenyl)thiophene-2-carboxamide O=C1NC(C2=CC(=CC=C12)OC1=CC=C(C=C1)NC(=O)C=1SC=CC1)=O